C(C)(C)(C)OC(=O)N[C@H](C(=O)OC)CI methyl (2R)-2-(tert-butoxycarbonylamino)-3-iodopropionate